sodium sulfur silver-germanium [Ge].[Ag].[S].[Na]